N-(5-(2-(2-azabicyclo[2.2.1]heptan-2-yl)acetamido)-2-methylpyridin-3-yl)-6-(4-carbamoyl-3-fluorophenyl)pyrazolo[1,5-a]pyrazine-3-carboxamide C12N(CC(CC1)C2)CC(=O)NC=2C=C(C(=NC2)C)NC(=O)C=2C=NN1C2C=NC(=C1)C1=CC(=C(C=C1)C(N)=O)F